N-t-Butoxycarbonyl-3-(2-methoxy-3-fluorophenyl)piperidin-3-ol C(C)(C)(C)OC(=O)N1CC(CCC1)(O)C1=C(C(=CC=C1)F)OC